methyl 4-(5-(methoxymethyl)-3-(trifluoromethyl)-1H-pyrazol-1-yl)benzoate COCC1=CC(=NN1C1=CC=C(C(=O)OC)C=C1)C(F)(F)F